1-(4-phenylsulfonylphenyl)-octan-1-one oxime C1(=CC=CC=C1)S(=O)(=O)C1=CC=C(C=C1)C(CCCCCCC)=NO